N=1ON=C2C1C=CC=C2 benzo[2,1,3]oxadiazole